FC1=NC(=CC=C1O)CO 2-fluoro-6-(hydroxymethyl)pyridin-3-ol